C(#N)C(C(=O)O)C#N.OC1=CC=C(C=C1)C(C)(C)C1=CC=C(C=C1)O bisphenol A dicyanoacetate